2-[(3-{4-[2-({1-[2-(2,6-dioxopiperidin-3-yl)-1-oxo-3H-isoindol-5-yl]piperidin-4-yl}oxy)-7-azaspiro[3.5]nonan-7-yl]phenyl}-4-oxoquinazolin-6-yl)oxy]-3,6-difluorobenzonitrile O=C1NC(CCC1N1C(C2=CC=C(C=C2C1)N1CCC(CC1)OC1CC2(C1)CCN(CC2)C2=CC=C(C=C2)N2C=NC1=CC=C(C=C1C2=O)OC2=C(C#N)C(=CC=C2F)F)=O)=O